1Z,13E,15E-pentaenoic acid C(C=CCC)(=O)O